FC(C(C1=CC(=C(C(=C1)C)O)N)C1=CC(=C(C(=C1)C)O)N)(F)F 1,1,1-trifluoro-2,2-bis(3-amino-5-methyl-4-hydroxyphenyl)ethane